benzothien-2-yl-boric acid S1C(=CC2=C1C=CC=C2)OB(O)O